C1=NN=CC=2C(=CC=CC12)N phthalazin-5-amine